C(C)OC(CN\N=C(\C(=O)OC)/C)=O methyl (2E)-2-[2-(2-ethoxy-2-oxoethyl)hydrazinylidene]propanoate